Cl.ClCC1=NC2=C(N1CC1=CN=CN1C)C=C(C=C2)C(=O)OC methyl 2-(chloromethyl)-1-[(1-methyl-1H-imidazol-5-yl)methyl]-1H-benzimidazole-6-carboxylate, hydrochloride salt